CC1=CC=2N(C=C1)C(=CN2)C2=CC(=NC=N2)NCC2=CC=C(C=C2)C=2C=NN(C2)C [6-(7-methyl-imidazo[1,2-a]pyridin-3-yl)-pyrimidin-4-yl]-[4-(1-methyl-1H-pyrazol-4-yl)-benzyl]-amine